C(C=C)OC(C[C@@H](C(=O)NCCC1=CC(=NO1)C)NC(=O)OC(C)(C)C)=O (S)-3-((tert-butoxycarbonyl)amino)-4-((2-(3-methylisoxazol-5-yl)ethyl)amino)-4-oxobutanoic acid allyl ester